N-pentyl-N-nonyl-toluidine C(CCCC)N(C=1C(=CC=CC1)C)CCCCCCCCC